C1(=CC=CC=C1)C=1C(=C(C(=C2C1N=C1C=CC3=C4C=CC=CC4=NC3=C12)[2H])[2H])C1=C(C=CC=C1)C=1C(=CC=CC1)C1=CC=CC=C1 phenyl(terphenylyl)indolocarbazole-d2